1-(oxetanyl-imino)-2,3,4,5-tetrahydro-1H-1λ4-benzo[f][1,4]thiazepine O1C(CC1)N=S1CCNCC2=C1C=CC=C2